[Cl-].O1COCC1 Dioxolane chloride